(Z)-2-oxo-2-((4-(4-(trifluoromethyl)styryl)phenyl)amino)acetic acid O=C(C(=O)O)NC1=CC=C(C=C1)\C=C/C1=CC=C(C=C1)C(F)(F)F